The molecule is a member of the class of condensed ureas that is urea in which each of the amino groups has had one of the attached hydrogens replace by a carboxy group. It derives from a urea-1-carboxylic acid and a carbamic acid. It is a conjugate acid of a 1,3-dicarboxyurea(2-). C(=O)(NC(=O)O)NC(=O)O